CC1=CC=C(C=C1)S(=O)(=O)OS(=O)(=O)C1=CC=C(C=C1)C 4-methylbenzenesulfonyl 4-methylbenzenesulfonate